N[C@]1(CN(CC1)C1=C(C(=CC(=C1Cl)Cl)CN(C)C)CN1C2=NC=NC(=C2N=C1)N)C(=O)NC1CC1 (R)-3-amino-1-(2-((6-amino-9H-purin-9-yl)methyl)-5,6-dichloro-3-((dimethylamino)methyl)phenyl)-N-cyclopropylpyrrolidine-3-carboxamide